2,2'-(naphthalene-2,6-diyl)bis(4H-3,1-benzoxazin-4-on) C1=C(C=CC2=CC(=CC=C12)C1=NC2=C(C(O1)=O)C=CC=C2)C2=NC1=C(C(O2)=O)C=CC=C1